N-(tert-butyldimethylsilyl)-4-(((1-ethyl-1H-pyrazolo[3,4-b]pyridine-4-yl)amino)methyl)benzenesulfonamide [Si](C)(C)(C(C)(C)C)NS(=O)(=O)C1=CC=C(C=C1)CNC1=C2C(=NC=C1)N(N=C2)CC